4-(((3s,4r)-1-((2-cyano-4-methylphenyl)sulfonyl)-4-hydroxy-4-(hydroxymethyl)pyrrolidin-3-yl)oxy)-2-fluorobenzonitrile C(#N)C1=C(C=CC(=C1)C)S(=O)(=O)N1C[C@@H]([C@@](C1)(CO)O)OC1=CC(=C(C#N)C=C1)F